ClC=1C=C2[C@](CCOC2=C(C1)CCC(=O)OCC)(C)C=1N=C(NC1)C1=C(C=CC(=C1)OC=1C(=C2C=CNC2=C(C1F)F)SC)F |r| Racemic-ethyl 3-[6-chloro-4-[2-[5-[(6,7-difluoro-4-methylsulfanyl-1H-indol-5-yl)oxy]-2-fluoro-phenyl]-1H-imidazol-4-yl]-4-methyl-chroman-8-yl]propanoate